CC1=C(SCCCSCC2=NNC(N2)=S)C=CC=C1C 3-[(2,3-Dimethylthiophenoxypropylsulfanyl)methyl]-1H-1,2,4-triazole-5(4H)-thione